3-fluorophenylacetate FC=1C=C(C=CC1)CC(=O)[O-]